2,6-difluoro-3-hydroxybenzoamide FC1=C(C(=O)N)C(=CC=C1O)F